C(C1=CC=CC=C1)(=O)NC1=NC(N(C=C1)[C@H]1CC[C@H](CC1)C(=O)OCC)=O ethyl cis-4-(4-benzamido-2-oxopyrimidin-1(2H)-yl)cyclohexane-1-carboxylate